COC(=O)C=1C=C(C(=O)O)C=C(C1)C=1SC(=CN1)C 3-(methoxycarbonyl)-5-(5-methylthiazol-2-yl)benzoic acid